C(=O)C=1C=C(C#N)C=C(C1)CCO 3-formyl-5-(2-hydroxyethyl)benzonitrile